2-[(4-{3-[(2,4-dichlorophenoxy)methyl]phenoxy}piperidin-1-yl)methyl]-1-[(1-methyl-1H-imidazol-5-yl)methyl]-1H-1,3-benzodiazole-6-carboxylic acid ClC1=C(OCC=2C=C(OC3CCN(CC3)CC3=NC4=C(N3CC3=CN=CN3C)C=C(C=C4)C(=O)O)C=CC2)C=CC(=C1)Cl